N1N=C(C=C1)OC(CO)(CC)C 2-((1H-pyrazol-3-yl)oxy)-2-methylbutan-1-ol